FC1(CC(C1)(CC1=CC=C(C=C1)C=O)NC(OC(C)(C)C)=O)F tert-butyl (3,3-difluoro-1-(4-formylbenzyl)cyclobutyl)carbamate